CN1CC2=C(C=CC=C2C=C1C1=CC2=CC=CC=C2C=C1)OC 2-methyl-3-(naphthalen-2-yl)-8-methoxyisoquinoline